8-[(4R)-7-chloro-10-[3-(4-chloro-3,5-dimethyl-phenoxy)propyl]-6-(4,6-dimethylpyrimidin-5-yl)4-methyl-1-oxo-3,4-dihydropyrazino[1,2-a]indol-2-yl]quinoline-4-carboxylic Acid ClC=1C=CC=2C(=C3N(C2C1C=1C(=NC=NC1C)C)[C@@H](CN(C3=O)C=3C=CC=C1C(=CC=NC31)C(=O)O)C)CCCOC3=CC(=C(C(=C3)C)Cl)C